(R)-1,4-bis-Boc-piperazine C(=O)(OC(C)(C)C)N1CCN(CC1)C(=O)OC(C)(C)C